NC1=NN(C(=C1)C1CC(CC1)C=1OC(=CN1)C(C)(C)O)C(=O)OC(C)(C)C tert-butyl 3-amino-5-(3-(5-(2-hydroxypropan-2-yl)oxazol-2-yl)cyclopentyl)-1H-pyrazole-1-carboxylate